(5-chloro-4-(trifluoromethyl)pyrimidin-2-yl)(4-chlorophenyl)methylamine ClC=1C(=NC(=NC1)NCC1=CC=C(C=C1)Cl)C(F)(F)F